4-(Hydroxymethyl)-3-methylbenzo[b]thiophene-6-carboxylic acid ethyl ester C(C)OC(=O)C=1C=C(C2=C(SC=C2C)C1)CO